N-butyl-N-propionyldithiocarbamate C(CCC)N(C([S-])=S)C(CC)=O